BrC1=CN(C=2N=C(N=C(C21)OCC2=CC=C(C=C2)OC)Cl)COCC[Si](C)(C)C 5-bromo-2-chloro-4-((4-methoxybenzyl)oxy)-7-((2-(trimethylsilyl)ethoxy)methyl)-7H-pyrrolo[2,3-d]pyrimidine